ClC1=C(C(=CC=C1)Cl)C1=NC(=NC2=C1C(NC=1N2CCN1)=O)NC1=CC(=C(C=C1)N1C[C@@H](N[C@@H](C1)C)C)C (2,6-dichlorophenyl)-2-((4-((3S,5R)-3,5-dimethylpiperazin-1-yl)-3-methylphenyl)amino)-8,9-dihydroimidazo[1,2-a]pyrimido[5,4-e]pyrimidin-5(6H)-one